(S)-N-((1R,2R)-1-(2,3-dihydrobenzo[b][1,4]dioxin-6-yl)-1-hydroxy-3-(pyrrolidin-1-yl)propan-2-yl)-1-(4-fluorophenyl)pyrrolidine-3-carboxamide O1C2=C(OCC1)C=C(C=C2)[C@H]([C@@H](CN2CCCC2)NC(=O)[C@@H]2CN(CC2)C2=CC=C(C=C2)F)O